COC(=O)C1=NC=C(N=C1)C=1NC=C(N1)C(F)(F)F 5-(4-(trifluoromethyl)-1H-imidazol-2-yl)pyrazine-2-carboxylic acid methyl ester